C(CCC)OC=1N=C(C2=C(N1)C(=CN2)CC2=CC(=CC=C2)CN2CCN(CC2)C)N 2-butoxy-7-(3-((4-methylpiperazin-1-yl)methyl)benzyl)-5H-pyrrolo[3,2-d]pyrimidin-4-amine